methyl 4-[2-methyl-1-(2-trimethylsilylethoxymethyl)imidazol-4-yl]sulfanylbenzoate CC=1N(C=C(N1)SC1=CC=C(C(=O)OC)C=C1)COCC[Si](C)(C)C